4-((4-chlorobenzoyl)carbamoyl)piperazine-1-carboxylic acid tert-butyl ester C(C)(C)(C)OC(=O)N1CCN(CC1)C(NC(C1=CC=C(C=C1)Cl)=O)=O